6-fluoro-3-[[2-fluoro-3-(methylsulfamoylamino)phenyl]methyl]-7-[(3-fluoro-2-pyridyl)oxy]-4-methyl-chromen-2-one FC=1C=C2C(=C(C(OC2=CC1OC1=NC=CC=C1F)=O)CC1=C(C(=CC=C1)NS(NC)(=O)=O)F)C